FC(C(=O)[O-])(F)F.C(=O)(O)CCC(=O)OC[C@@H]1[C@H]([C@H]([C@@H](O1)[N+]1=CC=CC=C1)O)O 1-((2R,3R,4S,5R)-5-(((3-carboxypropanoyl)oxy)methyl)-3,4-dihydroxytetrahydrofuran-2-yl)pyridin-1-ium trifluoroacetate